Tert-Butyl 6-((1-acetyl-1H-pyrazol-3-yl)oxy)-2-(3-(3-ethoxy-2-methyl-3-oxopropyl)phenyl)-2,5,5-trimethylhexanoate C(C)(=O)N1N=C(C=C1)OCC(CCC(C(=O)OC(C)(C)C)(C)C1=CC(=CC=C1)CC(C(=O)OCC)C)(C)C